BrC1=C(C(=CC(=C1)C(C)(C)C)C(C)(C)C)O 2-bromo-4,6-di-t-butylphenol